FC1=C(C(=CC(=C1)OC)F)[C@H]1[C@@H](C(NC1)=O)NC=1OC(=NN1)C1=CC=C(C=C1)S(=O)C(F)(F)F (3S,4R)-4-(2,6-difluoro-4-methoxyphenyl)-3-{[5-(4-trifluoromethanesulfinylphenyl)-1,3,4-oxadiazol-2-yl]amino}pyrrolidin-2-one